C1(=CC=CC=C1)S(=O)(=O)N1N=C(C=C1)C(=O)OC Methyl 1-(phenylsulfonyl)-1H-pyrazole-3-carboxylate